C(C=C)(=O)OC([C@H]1NCC(C1)O)=O O-acryloyl-4-hydroxy-L-proline